2-((5-chloro-2-ethylpyrazolo[1,5-a]pyrimidin-3-yl)(ethyl)amino)-4-(4-fluorophenyl)thiazole-5-carbonitrile ClC1=NC=2N(C=C1)N=C(C2N(C=2SC(=C(N2)C2=CC=C(C=C2)F)C#N)CC)CC